3-[4-(2-aminoethyl)piperazin-1-yl]-N-(4-{[6-(5-chloro-2-fluorophenyl)-3-(methylsulfan-yl)pyridazin-4-yl]amino}pyridin-2-yl)propanamide NCCN1CCN(CC1)CCC(=O)NC1=NC=CC(=C1)NC1=C(N=NC(=C1)C1=C(C=CC(=C1)Cl)F)SC